(1R,3S)-3-(3-((6-methoxypyrazin-2-yl)amino)-1H-pyrazol-5-yl)cyclopentyl (1-methylcyclopropyl)carbamate CC1(CC1)NC(O[C@H]1C[C@H](CC1)C1=CC(=NN1)NC1=NC(=CN=C1)OC)=O